FC(COC=1C=C(C(=CC1)C(=O)OC)C(=O)OC)CCO Dimethyl 4-(2-fluoro-4-hydroxy-butoxy)benzene-1,2-dicarboxylate